2-trifluoromethyl-N-methyl-4,7-dihydro-5H-thieno[2,3-C]pyran-4-amine FC(C1=CC2=C(COCC2NC)S1)(F)F